CC1=CC=2N(C=C1)C=C(N2)C=2NC(NN2)=S 5-(7-methylimidazo[1,2-a]pyridin-2-yl)-2,4-dihydro-3H-1,2,4-triazole-3-thione